COC1=CC=C(C=C1)CNC1=NC(=NC=2N1N=CC2C=2C=NN(C2)C)N2CCNCC2 N-[(4-methoxyphenyl)methyl]-8-(1-methyl-1H-pyrazol-4-yl)-2-(piperazin-1-yl)pyrazolo[1,5-a][1,3,5]triazin-4-amine